Tert-Butyl N-[2-({4-[4-(4-Chloropyridine-3-Amido)-2,5-Difluorophenoxy]-6-Methoxyquinolin-7-yl}Oxy)Ethyl]-N-Methylcarbamate ClC1=C(C=NC=C1)C(=O)NC1=CC(=C(OC2=CC=NC3=CC(=C(C=C23)OC)OCCN(C(OC(C)(C)C)=O)C)C=C1F)F